NN1CCCC1 1-aminopyrrolidine